[2-(2-aminophenyl)phenyl]-chloropalladium NC1=C(C=CC=C1)C1=C(C=CC=C1)[Pd]Cl